C(C)OC=C1N=C(OC1)C1=CC=CC=C1 4-ethoxymethylene-2-phenyl-2-oxazoline